1,3-dimethyl-tetrahydro-2-pyrimidinone CN1C(N(CCC1)C)=O